3,4,5-tris(octadecyloxy)benzenemethanol C(CCCCCCCCCCCCCCCCC)OC=1C=C(C=C(C1OCCCCCCCCCCCCCCCCCC)OCCCCCCCCCCCCCCCCCC)CO